N1S(NC[C@@]12CN(CCC2)C(=O)[O-])(=O)=O (R)-2-thia-1,3,7-triazaspiro[4.5]decane-7-carboxylate 2,2-dioxide